(S)-N3-Methyl-N5-(3-morpholinopropyl)-1-(1-phenylethyl)-1H-pyrazole-3,5-dicarboxamide CNC(=O)C1=NN(C(=C1)C(=O)NCCCN1CCOCC1)[C@@H](C)C1=CC=CC=C1